FC1=CC=C2CCN(C2=C1)C(CN1C[C@H](NCC1)C)=O 1-(6-Fluoro-2,3-dihydro-indol-1-yl)-2-((R)-3-methyl-piperazin-1-yl)-ethanone